CC1(C2=NCN([C@H]3C[C@H](O)[C@@H](CO)O3)C2=NC=N1)N 6-methyldeoxyadenosine